Methyl 5-(3-{4-[3-(dimethylamino)prop-1-yn-1-yl]-2-fluorophenoxy}-2,2-dimethylpropyl)-2-(methylamino)-1,3-thiazole-4-carboxylate CN(CC#CC1=CC(=C(OCC(CC2=C(N=C(S2)NC)C(=O)OC)(C)C)C=C1)F)C